C(CCC)N1C=[N+](C=C1)CCN(CC)CC 1-butyl-3-(2-(diethylamino)ethyl)-imidazolium